C1(CC1)C=1C(=NON1)C(=O)N[C@H](C=1N=C2N(N=CC(=C2)C(C2C(NC(C2)C(F)(F)F)=O)O)C1)C1CCC(CC1)(F)F 4-Cyclopropyl-N-[(S)-(4,4-difluorocyclohexyl)-[7-[hydroxy-[2-oxo-5-(trifluoromethyl)pyrrolidin-3-yl]methyl]imidazo[1,2-b]pyridazin-2-yl]methyl]-1,2,5-oxadiazole-3-carboxamide